N=C1NC2=NC=CN=C2C12CCN(CC2)C(=O)OC(C)(C)C tert-butyl 6-iminospiro[5H-pyrrolo[2,3-b]pyrazine-7,4'-piperidine]-1'-carboxylate